6-chloropyrimidin ClC1=CC=NC=N1